3-(1-(2-fluoroacryloyl)azetidin-3-yl)-6-(trifluoromethyl)-1-(4-(trifluoromethyl)phenyl)-1,3-dihydro-2H-imidazo[4,5-b]pyridin-2-one FC(C(=O)N1CC(C1)N1C(N(C=2C1=NC=C(C2)C(F)(F)F)C2=CC=C(C=C2)C(F)(F)F)=O)=C